O=C1CCN(C12COC2)C(=O)OCC2=CC=CC=C2 benzyl 8-oxo-2-oxa-5-azaspiro[3.4]octane-5-carboxylate